O1C(C1)N1C(N(C(N(C1=O)C1OC1)=O)C1OC1)=O 1,3,5-tris(oxiran-2-yl)-1,3,5-triazine-2,4,6-trione